2-((4-phenyl-1H-1,2,3-triazol-1-yl)methyl)-5-(1H-tetrazol-5-yl)pyridine C1(=CC=CC=C1)C=1N=NN(C1)CC1=NC=C(C=C1)C1=NN=NN1